[Sr].[Li].[Ce] cerium lithium strontium